(S)-(4-(4-methylbenzo[d]thiazol-2-yl)-6,7-dihydro-1H-imidazo[4,5-c]pyridin-5(4H)-yl)(4-(trifluoromethyl)oxazol-5-yl)methanone CC1=CC=CC2=C1N=C(S2)[C@H]2N(CCC1=C2N=CN1)C(=O)C1=C(N=CO1)C(F)(F)F